[6-(2-aminopyrimidin-5-yl)-2-(oxetan-3-yloxy)-3-pyridinyl]-3-(4-fluorophenyl)-5-methyl-isoxazole-4-carboxamide NC1=NC=C(C=N1)C1=CC=C(C(=N1)OC1COC1)NC(=O)C=1C(=NOC1C)C1=CC=C(C=C1)F